platinum-diselenide [Pt](=[Se])=[Se]